CC1=NN=C2N1C1=CC=C(C=C1CC2C)C2=CN=CC=1[C@@H](CCCC21)NC(CC)=O N-((8R)-4-(1,4-dimethyl-4,5-dihydro-[1,2,4]triazolo[4,3-a]quinolin-7-yl)-5,6,7,8-tetrahydroisoquinolin-8-yl)propionamide